methyl (S)-2-((1H-pyrrolo[2,3-b]pyridin-5-yl)oxy)-4-(2-(2-(2-isopropylphenyl)pyrrolidin-1-yl)-7-azaspiro[3.5]nonan-7-yl)benzoate N1C=CC=2C1=NC=C(C2)OC2=C(C(=O)OC)C=CC(=C2)N2CCC1(CC(C1)N1[C@@H](CCC1)C1=C(C=CC=C1)C(C)C)CC2